C1=CC(=CC2=NC=C3C=CC=CC3=C12)[2H] phenanthridine-3-d1